4-(2-(2-fluoro-3,4-dihydroxy-5-methoxyphenyl)-1-(3-methyloxetan-3-yl)-1H-benzo[d]imidazol-5-yl)-1-methylpiperazin-2-one FC1=C(C=C(C(=C1O)O)OC)C1=NC2=C(N1C1(COC1)C)C=CC(=C2)N2CC(N(CC2)C)=O